C(C)[C@@H]1NC(N(C1=O)C1CC2(CC(C2)OC2=NC=CC=C2C(=O)N)C1)=O 2-{[(αR)-6-((4S)-4-ethyl-2,5-dioxo-imidazolidin-1-yl)-spiro[3.3]heptan-2-yl]oxy}pyridine-3-carboxamide